3-[(cyclopentylhydroxyphenylacetyl)oxy]-1,1-dimethyl-pyrrolidinium tosylate S(=O)(=O)([O-])C1=CC=C(C)C=C1.C1(CCCC1)C(C(=O)OC1C[N+](CC1)(C)C)(C1=CC=CC=C1)O